2-chloro-6-methyl-4-(trifluoromethoxy)aniline hydrochloride Cl.ClC1=C(N)C(=CC(=C1)OC(F)(F)F)C